C1CCC2=C(C=CC=C12)NC(=O)NS(=O)(=O)C=1OC=C(C1)C1(CC1)O N-(2,3-dihydro-1H-inden-4-ylcarbamoyl)-4-(1-hydroxycyclopropyl)furan-2-sulfonamide